(4-((azetidin-3-yloxy)methyl)piperidin-1-yl)(3,4-dichloro-5-fluoro-1H-indol-2-yl)methanone N1CC(C1)OCC1CCN(CC1)C(=O)C=1NC2=CC=C(C(=C2C1Cl)Cl)F